C(C1=CC=CC=C1)OC(NCCNC1(CCOCC1)C1=CC=C(C=C1)C(C)=O)=O (2-{[4-(4-Acetylphenyl)tetrahydro-2H-pyran-4-yl]Amino}ethyl)carbamic acid benzyl ester